3,4,5,6-tetrabromo-phenol BrC=1C=C(C(=C(C1Br)Br)Br)O